ClC=1C(=C(CNC(CNCCC)=O)C=CC1)F N-(3-chloro-2-fluorobenzyl)-2-(propylamino)acetamide